C(C1=CC(=C(C(=C1)C)O)C(C)(C)C)C1=CC(=C(C(=C1)C)O)C(C)(C)C 4,4'-methylenebis[2-(1,1-dimethylethyl)-6-methylphenol]